iron (II) bisglycinate NCC(=O)[O-].NCC(=O)[O-].[Fe+2]